FC=1C(=C2C(=C(N(C2=CC1)CC1=C(C=CC=C1)F)C(COC)(C)C)C1=CC=C(C(=O)O)C=C1)O 4-[5-fluoro-1-[(2-fluorophenyl)methyl]-4-hydroxy-2-(2-methoxy-1,1-dimethyl-ethyl)indol-3-yl]benzoic acid